ClC1=C(C=CC(=C1)Cl)C=1N=C(OC1C1=CC=CC=2OC3=CC=CC=C3N(C12)C)C (4-(2,4-dichlorophenyl)-2-methyloxazol-5-yl)-10-methyl-10H-phenoxazine